3-(benzyloxymethyl)-3-ethyloxetane C(C1=CC=CC=C1)OCC1(COC1)CC